C(CCCCCC)C=1OC=CC=CC1 heptyl-(oxepin)